ethyl cis-6-hydroxy-5-phenyl-6,7-dihydro-5H-pyrrolo[1,2-b][1,2,4]triazole-2-carboxylate O[C@H]1CC=2N(N=C(N2)C(=O)OCC)[C@H]1C1=CC=CC=C1